9,9-dimethyl-9H-fluoren-1,2,4,5,6,7,8-d7-3-amine CC1(C2=C(C(=C(C(=C2C=2C(=C(C(=C(C12)[2H])[2H])N)[2H])[2H])[2H])[2H])[2H])C